FC1=CC=C(CCO)C=C1 4-fluorophenethyl alcohol